C1(=CC=CC=C1)NC(NC=1C=C(CNC2=C(C(=O)N)C=CC=C2)C=CC1)=O 2-(3-(3-phenylureido)benzylamino)benzamide